6-(2-(dimethylamino)ethyl)-2,3-dimethyl-6H-indolo[2,3-b]quinoxalin-9-amine CN(CCN1C=2C=CC(=CC2C=2C1=NC1=CC(=C(C=C1N2)C)C)N)C